N-(3-(benzo[b]thiophen-2-yl)propyl)-6-methyl-2-(trifluoromethyl)thieno[2,3-d]pyrimidin-4-amine S1C2=C(C=C1CCCNC=1C3=C(N=C(N1)C(F)(F)F)SC(=C3)C)C=CC=C2